methyl {6-[5-(difluoromethyl)-1,3,4-oxadiazol-2-yl]-1-oxo-1,3-dihydro-2H-isoindol-2-yl}[(4-fluorophenyl)methyl]carbamate FC(C1=NN=C(O1)C1=CC=C2CN(C(C2=C1)=O)N(C(OC)=O)CC1=CC=C(C=C1)F)F